CN1C(=NN=C1S)C(C(C)(O)C1=CC(=CC=C1)[N+](=O)[O-])O 1-(4-methyl-5-sulfanyl-4H-1,2,4-triazol-3-yl)-2-(3-nitrophenyl)propane-1,2-diol